N1(CCC1)C(=O)N[C@@H](C)C1=CC=C(C=C1)NC(OCC1=CC=C(C=C1)Cl)=O 4-chlorobenzyl (S)-(4-(1-(azetidine-1-carboxamido)eth-yl)phenyl)carbamate